6-[(Z)-pent-2-enyl]oxacyclohexan-2-one C(\C=C/CC)C1CCCC(O1)=O